5-bromo-N1,4-dimethylbenzene-1,2-diamine BrC1=C(C=C(C(=C1)NC)N)C